FC1=CC=C2C(=C(C(=C(C2=C1)OC)CC=1C=CC(=NC1)C#N)C)OC 5-((7-fluoro-1,4-dimethoxy-3-methylnaphthalen-2-yl)methyl)picolinonitrile